(1r,2r)-3,3-difluorocyclohexane-1,2-diamine FC1([C@@H]([C@@H](CCC1)N)N)F